N[C@@H](CCCC[N+](CCCS(=O)(=O)[O-])(C)C)C(=O)O (s)-3-((5-amino-5-carboxypentyl)dimethylammonio)propane-1-sulfonate